CC=1C(=CC(=C(C(=O)OC)C1)N1CCC2(CC2)CC1)[N+](=O)[O-] methyl 5-methyl-4-nitro-2-(6-azaspiro[2.5]octan-6-yl)benzoate